CC1=C(C=CC=C1C)N1CCN(CC1)C(CN1N=C(C2=C1C[C@@H]1[C@H]2C1)C(=O)N1[C@H](C[C@@H](CC1)O)C)=O 1-[4-(2,3-Dimethylphenyl)piperazin-1-yl]-2-{(3bR,4aR)-3-[(2S,4R)-4-hydroxy-2-methylpiperidin-1-carbonyl]-3b,4,4a,5-tetrahydro-1H-cyclopropa[3,4]cyclopenta[1,2-c]pyrazol-1-yl}ethan-1-on